FC(CC1CCC(CC1)N)(F)F 4-(2,2,2-trifluoroethyl)cyclohexanamine